C(C)(=O)N[C@H]1[C@@H](OCC2=CC=CC=C2)O[C@@H]([C@H]([C@@H]1OC(CC)=O)F)COC(CC)=O Benzyl 2-acetamido-2,4-dideoxy-4-fluoro-3,6-di-O-propanoyl-α-D-glucopyranoside